(6-oxo-6,8-dihydro-2H,7H-spiro[furo[2,3-e]isoindol-3,4'-piperidin]-7-yl)piperidine-2,6-dione O=C1N(CC2=C3C(=CC=C12)C1(CCNCC1)CO3)N3C(CCCC3=O)=O